(2R)-2-amino-4,4-dimethyl-pentan-1-ol N[C@@H](CO)CC(C)(C)C